O=C(CCCCCCCCCCC)N[C@@H](CCC(=O)[O-])C(=O)[O-].[Na+].[Na+] sodium N-(1-oxododecyl)-L-glutamate